OCCNC1=CC=C(C=C1)NCCO bis(2-hydroxyethyl)-p-phenylenediamine